2-bromo-N-(4-(morpholinomethyl)-2-(piperidin-1-yl)phenyl)thiazole-4-carboxamide BrC=1SC=C(N1)C(=O)NC1=C(C=C(C=C1)CN1CCOCC1)N1CCCCC1